C(#N)C=1C(=NC(=NC1)NC1=CC(=C(C=C1)N1CCC2(CC(C2)NC(OC(C)(C)C)=O)CC1)C)NC1=C(C=CC=C1)P(=O)(C)C tert-butyl (7-(4-((5-cyano-4-((2-(dimethylphosphoryl)phenyl)amino)pyrimidin-2-yl)amino)-2-methylphenyl)-7-azaspiro[3.5]nonan-2-yl)carbamate